(-)-3-Hydroxy-2,2-dimethyl-5-(p-tolyl)cyclohexan-1-one OC1C(C(CC(C1)C1=CC=C(C=C1)C)=O)(C)C